The molecule is a carbohydrate acid derivative that is alpha-L-talosaminuronic acid in which the hydroxy group at position 2 is substituted by an acetamido group. It is a carbohydrate acid derivative, an amino monosaccharide and a hexuronic acid derivative. CC(=O)N[C@@H]1[C@@H]([C@@H]([C@@H](O[C@H]1O)C(=O)O)O)O